C(C)(=O)C=1C(OC2=C(C1N1CCOCC1)C=CC(=C2)NC2=NC=CC(=N2)NC2=C(C=CC=C2)OC)=O 3-acetyl-7-{[4-(2-methoxyphenylamino)pyrimidin-2-yl]amino}-4-morpholino-2H-benzopyran-2-one